((4-chloropyrimidin-5-yl)-oxy)-N-ethyl-5-fluoro-N-isopropylbenzamide ClC1=NC=NC=C1OC1=C(C(=O)N(C(C)C)CC)C=C(C=C1)F